Cl[Ru-2](C1=C(C=C(C=C1)C)C(C)C)(C1=C(C=C(C=C1)C)C(C)C)Cl dichlorobis(4-methyl-Isopropylphenyl)ruthenium(II)